C(C)OC(=O)P(=O)(OC1=C(C(=CC(=C1)CCCCC)O)[C@H]1[C@@H](CCC(=C1)C)C(=C)C)NC(C(=O)OC(C)C)(C)C Isopropyl 2-(((ethoxycarbonyl) (((1'R,2'R)-6-hydroxy-5'-methyl-4-pentyl-2'-(prop-1-en-2-yl)-1',2',3',4'-tetrahydro-[1,1'-biphenyl]-2-yl) oxy) phosphoryl) amino)-2-methylpropanoate